7-isopropoxy-quinazoline-2,4-diol C(C)(C)OC1=CC=C2C(=NC(=NC2=C1)O)O